C1(=CC=CC=C1)C#CC1=CC(=CC2=CC=CC=C12)OC1=C(N=NN1)C(=O)O 5-((4-(phenylethynyl)naphthalen-2-yl)oxy)-1H-1,2,3-triazole-4-carboxylic acid